C1(=CC=CC=C1)C1=NC2=CC(=CC(=C2C(C1OC(=O)C(C)(C)C)=O)OC(=O)C(C)(C)C)OC(=O)C(C)(C)C 2-phenyl-3,5,7-tris-(tert-butylcarbonyloxy)-quinolin-4-one